COC(C1=C(C(=CC(=C1O)O)[N+](=O)[O-])F)=O 2-Fluoro-5,6-dihydroxy-3-nitrobenzoic acid methyl ester